3-[[2-(4-chlorophenyl)imidazo[1,2-a]pyrazin-3-yl]amino]-N-methylbenzamide ClC1=CC=C(C=C1)C=1N=C2N(C=CN=C2)C1NC=1C=C(C(=O)NC)C=CC1